4-((2-hydroxy-3-methoxybenzyl)amino)-N-(3-isopropylphenyl)benzenesulfonamide OC1=C(CNC2=CC=C(C=C2)S(=O)(=O)NC2=CC(=CC=C2)C(C)C)C=CC=C1OC